3-(methoxymethyl)-1-(4-methoxyphenyl)-2-oxopyrrolidine-3-carbonitrile COCC1(C(N(CC1)C1=CC=C(C=C1)OC)=O)C#N